((2R,3S,4R,5R)-5-(4-aminopyrrolo[2,1-f][1,2,4]triazin-7-yl)-5-cyano-3,4-dihydroxytetrahydrofuran-2-yl)methyl (3,3-dimethylcyclobutyl) carbonate C(OC[C@H]1O[C@@]([C@@H]([C@@H]1O)O)(C#N)C1=CC=C2C(=NC=NN21)N)(OC2CC(C2)(C)C)=O